CC1=C(C2=C(N=CN=C2NC2(CC2)C)O1)C(=O)NC(C)C1=NC=CC=C1 6-methyl-4-[(1-methylcyclopropyl)amino]-N-[1-(pyridin-2-yl)ethyl]furo[2,3-d]pyrimidine-5-carboxamide